N-((2R,3S)-1-(5-methoxypyridin-3-yl)-2-((((CIS)-4-phenylcyclohexyl)oxy)methyl)pyrrolidin-3-yl)methanesulfonamide COC=1C=C(C=NC1)N1[C@H]([C@H](CC1)NS(=O)(=O)C)CO[C@@H]1CC[C@@H](CC1)C1=CC=CC=C1